FC(C(=O)O)(F)F.N1CCC(CC1)C(=O)N1OCC[C@H]1C1=NC=CN=C1 4-piperidinyl-[(3S)-3-pyrazin-2-yl-isoxazolidin-2-yl]methanone trifluoroacetate